CC(C)(C1=CC=C(C=C1)N=C=O)C1=CC=C(C=C1)N=C=O 4,4'-(propane-2,2-diyl)bis(isocyanatobenzene)